C(C1=CC=CC=C1)OC1=C(SC=C1)C(=O)NC1=CN=CS1 3-benzyloxy-N-(thiazol-5-yl)thiophene-2-carboxamide